N-(Benzo[d]oxazol-5-ylmethyl)-4,4-difluorocyclohexan-1-amine O1C=NC2=C1C=CC(=C2)CNC2CCC(CC2)(F)F